1-(4-(5-(chlorodifluoromethyl)-1,2,4-oxadiazol-3-yl)phenyl)-2-(pyridin-3-ylsulfonyl)ethan-1-one ClC(C1=NC(=NO1)C1=CC=C(C=C1)C(CS(=O)(=O)C=1C=NC=CC1)=O)(F)F